Androstatrienedione C[C@]12CCC(=O)CC1C=CC3=C4C=CC(=O)[C@]4(CC[C@H]23)C